NC=1C(=C(C(=CC1)F)C=1C=CC=2N(C1C)C=NC2C(=O)[O-])F 6-(3-amino-2,6-difluorophenyl)-5-methylimidazo[1,5-a]pyridine-1-carboxylate